2-(2-chloro-6-fluorophenyl)-2-Aminocyclohexanone ClC1=C(C(=CC=C1)F)C1(C(CCCC1)=O)N